C1(CC1)C1=C(C(=NO1)C1=C(C=CC=C1Cl)Cl)COC1CCN(CCC1)C(=O)OC(C)(C)C tert-butyl 4-((5-cyclopropyl-3-(2,6-dichlorophenyl)isoxazol-4-yl)methoxy)azepane-1-carboxylate